2-(2-oxa-6-azaspiro[3.3]hept-6-yl)quinazoline C1OCC12CN(C2)C2=NC1=CC=CC=C1C=N2